2-(1-cyclopropylpiperidin-4-yl)-6-(8-fluoro-2-methylimidazo[1,2-a]pyridin-6-yl)-8-methylquinazolin-4(3H)-one C1(CC1)N1CCC(CC1)C1=NC2=C(C=C(C=C2C(N1)=O)C=1C=C(C=2N(C1)C=C(N2)C)F)C